N1N=CC(=C1C(=O)OCC)C(=O)OCC diethyl 1H-pyrazole-4,5-dicarboxylate